4-chloro-N-[5-chloro-2-(pyridine-2-carbonyl)-pyridin-3-yl]-3-trifluoromethyl-benzenesulfonamide ClC1=C(C=C(C=C1)S(=O)(=O)NC=1C(=NC=C(C1)Cl)C(=O)C1=NC=CC=C1)C(F)(F)F